BrC1=C(SC(=C1)Br)C(=O)O 3,5-Dibromothiophene-2-carboxylic acid